CC(C(=O)C1=CC=C(C=C1)SC)(C)N1CCOCC1 2-methyl-[4-(methylthio)phenyl]-2-morpholinyl-1-propanone